3-((S)-3-(((R)-8-((7-fluoro-4-hydroxyquinolin-3-yl)sulfonyl)-1-oxa-8-azaspiro[4.5]dec-3-yl)amino)-2-hydroxypropoxy)-N-methylbenzenesulfonamide dihydrochloride Cl.Cl.FC1=CC=C2C(=C(C=NC2=C1)S(=O)(=O)N1CCC2(C[C@H](CO2)NC[C@@H](COC=2C=C(C=CC2)S(=O)(=O)NC)O)CC1)O